C(#N)CN1N=C(C(=C1)NC(=O)C=1C=NN2C1N=CC=C2)C2=C(C=CC(=C2)S(=O)(=O)C)OC(F)F N-[1-(cyanomethyl)-3-[2-(difluoromethoxy)-5-methylsulfonyl-phenyl]pyrazol-4-yl]pyrazolo[1,5-a]pyrimidine-3-carboxamide